(S)-4-benzyl-3-(2-(3-(cyclopentyloxy)-4-methoxyphenyl)acetyl)oxazolidin-2-one C(C1=CC=CC=C1)[C@@H]1N(C(OC1)=O)C(CC1=CC(=C(C=C1)OC)OC1CCCC1)=O